BrC1=C(C=NN(C1=O)C)N[C@@H]1C[C@@H](CN(C1)C)C1=CC=C(C(=O)N2CCC3(CC2)CCN(CC3)C=3C=NN(C3)C3C(NC(CC3)=O)=O)C=C1 3-[4-[3-[4-[(3R,5R)-5-[(5-bromo-1-methyl-6-oxo-pyridazin-4-yl)amino]-1-methyl-3-piperidyl]benzoyl]-3,9-diazaspiro[5.5]undecan-9-yl]pyrazol-1-yl]piperidine-2,6-dione